6-bromoimidazo[1,5-a]Pyridine BrC=1C=CC=2N(C1)C=NC2